O[C@H](CNC1=NC2=C(C=C(C=C2C(N1C)=O)S(NC1(CC1)C)(=O)=O)N1CCN(CC1)C(=O)OC(C)(C)C)C tert-butyl 4-(2-{[(2S)-2-hydroxypropyl]amino}-3-methyl-6-[(1-methylcyclopropyl)sulfamoyl]-4-oxoquinazolin-8-yl)piperazine-1-carboxylate